5-(4-((9-(4-amino-2-cyclopropyl-5-methoxyphenyl)-3,9-diazaspiro[5.5]undecan-3-yl)methyl)piperidin-1-yl)-2-(2,6-dioxopiperidin-3-yl)isoindoline-1,3-dione NC1=CC(=C(C=C1OC)N1CCC2(CCN(CC2)CC2CCN(CC2)C=2C=C3C(N(C(C3=CC2)=O)C2C(NC(CC2)=O)=O)=O)CC1)C1CC1